CC=1C=C(C=C(C1)C)C1=NC=C2C=3C(=CC=CC13)CC2 1-(3,5-dimethylphenyl)-4,5-dihydro-cyclopenta[de]isoquinoline